6-((2-((3R,4R)-3-Amino-4-fluoro-1-piperidinyl)-6-chloro-5-methyl-1H-benzimidazol-1-yl)methyl)-3-pyridincarbonitril N[C@@H]1CN(CC[C@H]1F)C1=NC2=C(N1CC1=CC=C(C=N1)C#N)C=C(C(=C2)C)Cl